FC=1C=C(CC2=NC(=C3NC=NC3=N2)C(=O)N)C=C(C1)C=1C=NN(C1)C (3-fluoro-5-(1-methyl-1H-pyrazol-4-yl)benzyl)-7H-purine-6-carboxamide